BrC=1C=CC=2C=C3N(C2C1)C(NC3)=O 6-bromo-1,2-dihydro-3H-imidazo[1,5-a]indol-3-one